(S)-(2-azido-1-(3-chloro-5-fluorophenyl)ethyl)carbamic acid tert-butyl ester C(C)(C)(C)OC(N[C@H](CN=[N+]=[N-])C1=CC(=CC(=C1)F)Cl)=O